rel-(R)-N-(4-([1,2,4]triazolo[1,5-a]pyridin-7-yloxy)-2-fluoro-3-methylphenyl)-6-(4-azaspiro[2.5]octan-7-yl)pyrido[3,2-d]pyrimidin-4-amine N=1C=NN2C1C=C(C=C2)OC2=C(C(=C(C=C2)NC=2C1=C(N=CN2)C=CC(=N1)[C@@H]1CCNC2(CC2)C1)F)C |o1:27|